C(C)N1CC2=C(CCC1)NN=C2C(=O)N2CCC(CC2)C2=C(C=CC=C2)C(F)(F)F (5-ethyl-1,4,5,6,7,8-hexahydropyrazolo[4,3-c]azepin-3-yl)(4-(2-(trifluoromethyl)phenyl)piperidin-1-yl)methanone